3-methyl-5-(N-(2-(4-Benzoylpiperazin-1-yl)benzyl)-N-phenethylsulfamoyl)benzofuran-2-carboxylic acid ethyl ester C(C)OC(=O)C=1OC2=C(C1C)C=C(C=C2)S(N(CCC2=CC=CC=C2)CC2=C(C=CC=C2)N2CCN(CC2)C(C2=CC=CC=C2)=O)(=O)=O